(1H-indol-3-yl)propan-2-amine N1C=C(C2=CC=CC=C12)CC(C)N